CC1=NNC(=C1N(C(COC1=CC=C(C=C1)C)=O)CC=1SC=CC1)C N-(3,5-dimethyl-1H-pyrazol-4-yl)-N-(thiophen-2-ylmethyl)-2-(p-tolyloxy)acetamide